Br[C@@]12NC([C@H](CC1=C(F)F)C2)=O (1R,4R,7R)-1-Bromo-6-(difluoromethylene)-2-azabicyclo[2.2.1]heptan-3-one